NC1=C(C(=C(C(=C1C(=O)O)N)N)N)N penta-aminobenzoic acid